C(C)O[C@@H](C)[C@@]1(CN(CC1)C(C)(C)C=1C=CC(=NC1)C)CCC=1SC=CC1 |o1:3| 5-(2-((S)-3-((S or R)-1-ethoxyethyl)-3-(2-(thiophen-2-yl)ethyl)pyrrolidin-1-yl)propan-2-yl)-2-methylpyridine